9,10-bis-(phenyl-ethynyl)anthracene aluminum silicate calcium salt [Ca+2].[Si]([O-])([O-])([O-])[O-].[Al+3].C1(=CC=CC=C1)C#CC=1C2=CC=CC=C2C(=C2C=CC=CC12)C#CC1=CC=CC=C1